ON=C(C1=C(C(=CC=C1SC)CO)C)N N'-hydroxy-3-hydroxymethyl-2-methyl-6-methylthiobenzamidine